[(carboxymethoxy)methyl]Glycinamid C(=O)(O)COCNCC(=O)N